naphthaloyl-1,3-cyclohexanedimethanamine C1(=CC=CC2=CC=CC=C12)C(=O)C1(CC(CCC1)CN)CN